OCCC1=C(C=CC(=C1)N)N 2-β-Hydroxyethyl-para-phenylendiamin